2-(4-amino-8-methyl-9H-pyrido[2',3':4,5]pyrrolo[2,3-d]pyrimidin-9-yl)acetic acid NC=1C2=C(N=CN1)N(C1=C2N=CC=C1C)CC(=O)O